ClC=1N=C(C(=C2C1NN=C2)OC)N2CCOCC2 4-{7-chloro-4-methoxy-1H-pyrazolo[3,4-c]pyridin-5-yl}morpholine